tert-butyl N-[3-[tert-butoxycarbonyl-(5-chloro-1-methyl-6-oxo-2-pyridyl)amino]propyl]-N-methyl-carbamate C(C)(C)(C)OC(=O)N(CCCN(C(OC(C)(C)C)=O)C)C=1N(C(C(=CC1)Cl)=O)C